ClC=1C=C(C=C(C1OC1=CN(C(C=C1)=O)C(C)C)Cl)N1N=C(C(NC1=O)=O)NC(OC(C)(C)C)=O t-butyl (2-(3,5-dichloro-4-((1-isopropyl-6-oxo-1,6-dihydropyridin-3-yl)oxy)phenyl)-3,5-dioxo-2,3,4,5-tetrahydro-1,2,4-triazin-6-yl)carbamate